N-Benzyl-2'-deoxycytidine C(C1=CC=CC=C1)NC1=NC(N([C@H]2C[C@H](O)[C@@H](CO)O2)C=C1)=O